C(C)(C)N(C1=NC(=C2C(=N1)N(N=C2NC(C)\C=C\S(=O)(=O)C)COCC[Si](C)(C)C)OC2=CC=CC=C2)C (E)-N6-isopropyl-N6-methyl-N3-(4-(methylsulfonyl)but-3-en-2-yl)-4-phenoxy-1-((2-(trimethylsilyl)ethoxy)methyl)-1H-pyrazolo[3,4-d]pyrimidine-3,6-diamine